1,3,4,9-tetrahydro-2H-pyrido[3,4-b]indole-2,3-dicarboxylic acid-4,4-d2 C1N(C(C(C2=C1NC1=CC=CC=C21)([2H])[2H])C(=O)O)C(=O)O